1-(tert-butyl) 2-methyl (2R,4R)-4-((tert-butyldiphenylsilyl)oxy)-2-(2-(chloromethyl)allyl)pyrrolidine-1,2-dicarboxylate [Si](C1=CC=CC=C1)(C1=CC=CC=C1)(C(C)(C)C)O[C@@H]1C[C@@](N(C1)C(=O)OC(C)(C)C)(C(=O)OC)CC(=C)CCl